OB1OCC2=C1C=C(C=C2)C(=O)NCC(C)C 1-hydroxy-N-isobutyl-1,3-dihydrobenzo[c][1,2]oxaborole-6-carboxamide